3-dimethylamino-propane-1-thiol CN(CCCS)C